COCCOC1(COC1)C1=CC=C(C=C1)B1OC(C(O1)(C)C)(C)C 2-(4-(3-(2-methoxyethoxy)oxetan-3-yl)phenyl)-4,4,5,5-tetramethyl-1,3,2-dioxaborolane